1,4-di(β-hydroxyethyl)-hydroquinone OCCC1(O)C=CC(O)(C=C1)CCO